5-amino allylcytidine-5'-triphosphate P(O)(=O)(OP(=O)(O)OP(=O)(O)O)OC[C@@H]1[C@H]([C@H]([C@@](O1)(N1C(=O)N=C(N)C(=C1)N)CC=C)O)O